N1=C(C=CC=C1)OCCN(CC[C@@H](C(=O)O)NC=1C=NC=CC1)CCCCC1=NC=2NCCCC2C=C1 (S)-4-((2-(pyridin-2-yloxy)ethyl)(4-(5,6,7,8-tetrahydro-1,8-naphthyridin-2-yl)butyl)amino)-2-(pyridin-3-ylamino)butanoic acid